CC1(CCC(CC1)COC1=C(C(=C(C=C1)B(O)O)F)F)C 4,4-dimethylcyclohexylmethoxy-2,3-difluorophenylboronic acid